OC(C)(C)C1=CC(=C(C=N1)C=1N=C2C(=NC1)NC(CN2[C@@H]2CC[C@H](CC2)OC)=O)C 6-(6-(2-hydroxypropan-2-yl)-4-methylpyridin-3-yl)-4-(trans-4-methoxycyclohexyl)-3,4-dihydropyrazino[2,3-b]pyrazin-2(1H)-one